(3S,4S)-4-amino-piperidine-1,3-dicarboxylic acid 1-tert-butyl ester 3-methyl ester COC(=O)[C@H]1CN(CC[C@@H]1N)C(=O)OC(C)(C)C